BrC=1C=CC(=C(C1)N1CC(C1)O[Si](C)(C)C(C)(C)C)Cl 1-(5-bromo-2-chlorophenyl)-3-((tert-butyldimethylsilyl)oxy)azetidine